N-(3-fluoro-1-bicyclo[1.1.1]pentanyl)-3,4-dimethyl-pyrimido[4',5':4,5]thieno[2,3-c]pyridazin-8-amine FC12CC(C1)(C2)NC2=NC=NC1=C2SC=2N=NC(=C(C21)C)C